NC1=NC2=CC(=CC=C2C=C1Br)CC[C@@H]1[C@H]([C@H]([C@@H](C1)N1C=CC/2=C1NC=N\C2=N/O)O)O (Z)-7-((1R,2S,3R,4S)-4-(2-(2-amino-3-bromoquinolin-7-yl)ethyl)-2,3-dihydroxycyclopentyl)-1,7-dihydro-4H-pyrrolo[2,3-d]pyrimidin-4-one oxime